C(C)(C)(C)OC(N[C@@H]1CN(CC[C@H]1F)C1=NC2=C(N1)C=C(C=C2)C#N)=O ((3R,4R)-1-(6-cyano-1H-benzo[d]imidazol-2-yl)-4-fluoropiperidin-3-yl)carbamic acid tert-butyl ester